(R)-6-(3-(5-(3-hydroxy-1-methyl-2-oxopyrrolidin-3-yl)isoxazol-3-yl)phenyl)-4-methylpyridineamide O[C@@]1(C(N(CC1)C)=O)C1=CC(=NO1)C=1C=C(C=CC1)C1=CC(=CC(=N1)C(=O)N)C